(S,E)-3-(7-amino-8-oxo-6,7,8,9-tetrahydro-5H-pyrido[2,3-b]azepin-3-yl)-N-((7-fluoro-3-methylbenzo[b]thiophen-2-yl)methyl)-N-methylacrylamide N[C@H]1CCC2=C(NC1=O)N=CC(=C2)/C=C/C(=O)N(C)CC2=C(C1=C(S2)C(=CC=C1)F)C